N-(4-(4-amino-5-(3-fluoro-4-((4-methylpyrimidin-2-yl)oxy)phenyl)-7-methyl-5H-pyrrolo[3,2-d]pyrimidin-6-yl)-3-methoxyphenyl)acrylamide NC=1C2=C(N=CN1)C(=C(N2C2=CC(=C(C=C2)OC2=NC=CC(=N2)C)F)C2=C(C=C(C=C2)NC(C=C)=O)OC)C